2-cyano-2-[((4-methoxyphenyl)methoxy)imino]acetamide C(#N)C(C(=O)N)=NOCC1=CC=C(C=C1)OC